3-((2-(methoxyamino)pyrimidin-4-yl)oxy)pyrrolidin CONC1=NC=CC(=N1)OC1CNCC1